BrC1=CC(=C(O[C@H](C(=O)O)C)C=C1)C1CC1 (2S)-2-(4-bromo-2-cyclopropylphenoxy)propionic acid